OC1CCN(CC1)C=1C=CC(=NC1)NC1=CC=NC=2C(=CNC(C12)=O)C 4-[[5-(4-hydroxy-1-piperidyl)-2-pyridyl]amino]-8-methyl-6H-1,6-naphthyridin-5-one